7-chloro-N-{3-fluorobicyclo[1.1.1]pentan-1-yl}-1-isopropylpyrrolo[2,3-c]pyridine-2-carboxamide ClC=1N=CC=C2C1N(C(=C2)C(=O)NC21CC(C2)(C1)F)C(C)C